1-phenylethynyl-2-methoxybenzene C1(=CC=CC=C1)C#CC1=C(C=CC=C1)OC